6-(Benzyloxy)-1-methyl-1H-indole C(C1=CC=CC=C1)OC1=CC=C2C=CN(C2=C1)C